CN(C)CC1OCC=2C1=CC=C(C2O)O 1-[(dimethylamino)methyl]-1,3-dihydro-2-benzofuran-4,5-diol